C(CCCCCCCCCCCCCCCCCCCCC)(=O)OCCCCCCCCCCCCCC Myristyl behenate